2-butyl-cyclopenta-1,3-diene C(CCC)C1=CCC=C1